NC1=C2N=CN(C2=NC(=N1)Cl)[C@H]1[C@H]([C@@H]([C@H](O1)COC(C(=O)O)(C(=O)O)CC1=CC(=C(C=C1)OC)Cl)O)F 2-(((2R,3R,4S,5R)-5-(6-amino-2-chloro-9H-purin-9-yl)-4-fluoro-3-hydroxytetrahydrofuran-2-yl)methoxy)-2-(3-chloro-4-methoxybenzyl)malonic acid